2-oxo-N-(1H-pyrazolo[4,3-c]pyridin-7-yl)-2-[(2R,5S)-2-[2-[3-(dimethylamino)propyl]-1,3-benzothiazol-5-yl]-5-methyl-1-piperidyl]acetamide O=C(C(=O)NC=1C2=C(C=NC1)C=NN2)N2[C@H](CC[C@@H](C2)C)C=2C=CC1=C(N=C(S1)CCCN(C)C)C2